(3R,4R)-4-{[5-(2,4-difluoro-phenyl)-isoxazole-3-carbonyl]-amino}-1-isopropyl-piperidine-3-carboxylic acid methyl-phenethyl-amide CN(C(=O)[C@@H]1CN(CC[C@H]1NC(=O)C1=NOC(=C1)C1=C(C=C(C=C1)F)F)C(C)C)CCC1=CC=CC=C1